NC1=C(C=C(C=N1)NC(C(=O)N1[C@H](CC[C@@H](C1)C)C=1C=CC2=C(N=C(S2)CCN2CCOCC2)C1)=O)CC N-(6-amino-5-ethylpyridin-3-yl)-2-((2R,5S)-5-methyl-2-(2-(2-Morpholinoethyl)benzo[d]thiazol-5-yl)piperidin-1-yl)-2-oxoacetamide